C1(=CC=CC=C1)C(CBr)(C1=CC=CC=C1)C1=CC=CC=C1 Triphenylethyl bromide